[3-13C]pyruvate C(C(=O)[13CH3])(=O)[O-]